2-fluoro-6-methyl-3-(4,4,5,5-tetramethyl-1,3,2-dioxaborolan-2-yl)pyridin-4-amine FC1=NC(=CC(=C1B1OC(C(O1)(C)C)(C)C)N)C